(2S,3R)-2-((((9H-fluoren-9-yl)methoxy)carbonyl)amino)-3-hydroxy-3-(pyridin-4-yl)propanoic acid C1=CC=CC=2C3=CC=CC=C3C(C12)COC(=O)N[C@H](C(=O)O)[C@@H](C1=CC=NC=C1)O